FC1=NC(=C(C(=C1F)N1N=CC(=C1)C=O)F)F 1-(2,3,5,6-tetrafluoropyridin-4-yl)pyrazole-4-formaldehyde